N[C@H](C(=O)O)CC1=CC=C(C=C1)C1=NOC(=N1)C1=CC(=CC=C1)OC (S)-2-amino-3-(4-(5-(3-methoxyphenyl)-1,2,4-oxadiazol-3-yl)phenyl)propanoic acid